ClC=1C=C(C(=NC1)N1C([C@@H](N(C(C1)=O)CC1=CC=C(C=C1)C(F)(F)F)CCS(=O)(=O)C)=O)F (S)-1-(5-chloro-3-fluoro-pyridin-2-yl)-3-(2-(methyl-sulfonyl)ethyl)-4-(4-(trifluoromethyl)benzyl)-piperazine-2,5-dione